C(C)(=O)NC1=CC=C(C=C1)C1=NN(C(C=C1)=O)CC(=O)NC(C)C 2-(3-(4-acetamidophenyl)-6-oxopyridazin-1(6H)-yl)-N-isopropylacetamide